N-(28-(9Z,12Z-octadecadienoyloxy)-octacosanoyl)-eicosasphinganine C(C=CC=CCCCCCCCCCCCCC)(=O)OCCCCCCCCCCCCCCCCCCCCCCCCCCCC(=O)N[C@@H](CO)[C@H](O)CCCCCCCCCCCCCCCCC